CN(C1=NSC(=N1)NC(=O)N1C[C@@H]2[C@H](C1)CC(C2)N(C2=C1C(=NC=C2C#N)NC=C1)C)C (3ar,5s,6as)-4-({2-[(3-dimethylamino-1,2,4-thiadiazol-5-yl)-carbamoyl]-hexahydrocyclopenta[c]pyrrol-5-yl}-methyl-amino)-1H-pyrrolo[2,3-b]pyridine-5-carbonitrile